N-cyclohexyl-N-ethyl-3-[2-(trans-4-ethylcyclohexyl)-1H-imidazo[4,5-b]pyridin-1-yl]propanamide C1(CCCCC1)N(C(CCN1C(=NC2=NC=CC=C21)[C@@H]2CC[C@H](CC2)CC)=O)CC